C(C)(C)(C)C=1C=C2C=C(CC2=CC1OC)C 5-tert-butyl-6-methoxy-2-methylindene